BrC1=CC=C(C(=C1F)NC[C@H]1OCC1)N (S)-5-bromo-6-fluoro-N1-(oxetan-2-ylmethyl)benzene-1,2-diamine